CN(C(=O)C1CC2NCCCC2N1C(=O)OC(C)(C)C)C=1C=C(C=CC1)C cis-tert-butyl 2-(methyl(m-tolyl)carbamoyl)octahydro-1H-pyrrolo[3,2-b]pyridine-1-carboxylate